FC(C(F)F)(F)OCC(C)C 1,1,2,2-Tetrafluoroethylisobutylether